tert-butyl 5-[7-[[6-methyl-4-(methylamino)-2-pyridyl]amino]-2,3-dihydro-1,4-benzodioxin-5-yl]-2,3,4,7-tetrahydroazepine-1-carboxylate CC1=CC(=CC(=N1)NC=1C=C(C2=C(OCCO2)C1)C=1CCCN(CC1)C(=O)OC(C)(C)C)NC